C(C(=C)C)(=O)OCCC[Si](CC=C)(CC=C)CC=C 3-methacryloxypropyl-triallylsilane